(E)-3-benzyl-5-(((4-methoxyphenyl)butynyl)methylene)oxazolidine-2-one C(C1=CC=CC=C1)N1C(O/C(/C1)=C/C#CCCC1=CC=C(C=C1)OC)=O